3-Benzyloxy-6-bromo-pyrazin-2-amine C(C1=CC=CC=C1)OC=1C(=NC(=CN1)Br)N